γ-D-glutaminyl-L-lysine N[C@H](CCC(N)=O)C(=O)C(C[C@H](N)C(=O)O)CCN